4-(2-(3-aminoprop-1-en-1-yl)pyrimidin-4-yl)-1,4-diazepan NCC=CC1=NC=CC(=N1)N1CCNCCC1